tert-butyl 3-isopropyl-6,7-dihydro-4H-imidazo[4,5-c]pyridine-5-carboxylate C(C)(C)N1C=NC2=C1CN(CC2)C(=O)OC(C)(C)C